methyl-methoxyphenyl-iminosulfone CC=1C(=C(C=CC1)N=S(=O)=O)OC